1-(3-fluoro-5,6-dimethoxybenzo[b]selenophene-2-carboxamido)cyclopropane-1-carboxylic acid FC=1C2=C([Se]C1C(=O)NC1(CC1)C(=O)O)C=C(C(=C2)OC)OC